2-(((4-methoxy-3,5-dimethylpyridin-2-yl)methyl)sulfinyl)-1H-benzo[d]imidazol-5-yl (E)-3-(2-chlorophenyl)acrylate ClC1=C(C=CC=C1)/C=C/C(=O)OC1=CC2=C(NC(=N2)S(=O)CC2=NC=C(C(=C2C)OC)C)C=C1